(RS)-1-[3-(methylethylamino)propyl]-1-(4-fluorophenyl)-1,3-dihydroisobenzofuran CN(CCC[C@@]1(OCC2=CC=CC=C12)C1=CC=C(C=C1)F)CC |r|